CC1=NN2C(N=C(C=C2N2CCNCC2)C=2C=C(CCNC(OC(C)(C)C)=O)C=CC2)=C1C1=CC=CC=C1 tert-butyl (3-(2-methyl-3-phenyl-7-(piperazin-1-yl)pyrazolo[1,5-a]pyrimidin-5-yl)phenethyl)carbamate